2-(4-bromophenyl)-2-diazoacetic acid methyl ester COC(C(=[N+]=[N-])C1=CC=C(C=C1)Br)=O